C(C1=CC=CC=C1)N([C@@H]1CC[C@H](CC1)OCCOC1CC(N(C(C1)C)C(=O)OC(C)(C)C)C)CC1=CC=CC=C1 tert-Butyl 4-(2-(((trans)-4-(dibenzylamino)cyclohexyl)oxy)ethoxy)-2,6-dimethylpiperidine-1-carboxylate